FC(C1=CC=C(C=N1)CC12CC(C1)(C2)C2CN(C2)C=O)(F)F [3-[3-[[6-(trifluoromethyl)-3-pyridinyl]methyl]-1-bicyclo[1.1.1]pentanyl]azetidin-1-yl]methanone